The molecule is a member of the class of pyrrolidin-2-ones that is N-ethylpyrrolidin-2-one in which both of the hydrogens at the 3 position (adjacent to the carbonyl group) are substituted by phenyl groups, and one of the hydrogens at the 4 position is substituted by a 2-(morpholin-4-yl)ethyl group. A central and respiratory stimulant with a brief duration of action, it is used (generally as the hydrochloride or the hydrochloride hydrate) as a temporary treatment of acute respiratory failure, particularly when superimposed on chronic obstructive pulmonary disease, and of postoperative respiratory depression. It has also been used for treatment of postoperative shivering. It has a role as a central nervous system stimulant. It is a member of morpholines and a member of pyrrolidin-2-ones. CCN1CC(C(C1=O)(C2=CC=CC=C2)C3=CC=CC=C3)CCN4CCOCC4